C(C)(C)(C)OC(=O)N1CCC(CC1)C1=CC(=C2C(=NC=NN21)N)C2=CC=C(C=C2)N 4-[4-amino-5-(4-aminophenyl)pyrrolo[2,1-f][1,2,4]triazin-7-yl]piperidine-1-carboxylic acid tert-butyl ester